C(C)(=O)N1CCN(CC1)CC(N1C(C=CC(=C1)Cl)=C=O)C1=CN=C(S1)NC([C@H](C1CCC(CC1)C)NC(OC(C)(C)C)=O)=C=O tert-butyl ((1S)-2-((5-(2-(4-acetylpiperazin-1-yl)-1-(5-chloro-2-carbonylpyridin-1(2H)-yl)ethyl)thiazol-2-yl)amino)-1-((1r,4S)-4-methylcyclohexyl)-2-carbonylethyl)carbamate